1-(2-((tert-butyldimethylsilyl)oxy)ethoxy)cyclopropane-1-carbaldehyde [Si](C)(C)(C(C)(C)C)OCCOC1(CC1)C=O